C(C)C(CC(CCC#CCC)CC)O ethyl-3-ethyl-6-nonyneol